(S)-4-(4-acryloyl-2-methylpiperazin-1-yl)-6-chloro-7-(2-fluoro-6-(trifluoromethyl)phenyl)-1-(2-isopropyl-4-(methylsulfanyl)pyridin-3-yl)pyrido[2,3-d]pyrimidin-2(1H)-one C(C=C)(=O)N1C[C@@H](N(CC1)C=1C2=C(N(C(N1)=O)C=1C(=NC=CC1SC)C(C)C)N=C(C(=C2)Cl)C2=C(C=CC=C2C(F)(F)F)F)C